C(C(O)C)(=O)OC(CCCCCCC)=O caprylyl lactate